C(C1=CC=CC=C1)OC=1C(=C(C=C(C1)OC)[C@H]1[C@@H](C1)C(=O)OCC)C1OCCO1 Trans-ethyl 2-[3-(benzyloxy)-2-(1,3-dioxolan-2-yl)-5-methoxyphenyl]cyclopropane-1-carboxylate